C1(CC1)C(=O)N1[C@@H](CN(CC1)C1=NC(=C(C(=N1)CCOC)C#N)C=1C=NN(C1)C)C 2-[(3R)-4-(cyclopropylcarbonyl)-3-methylpiperazin-1-yl]-4-(2-methoxyethyl)-6-(1-methyl-1H-pyrazol-4-yl)pyrimidine-5-carbonitrile